[N+](=O)([O-])C=1C=CC=C2CN(C(C12)=O)C1C(NC(CC1)=O)=O 3-(7-nitro-1-oxoisoindolin-2-yl)piperidine-2,6-dione